O=C1NC(CCC1N1C(C2=CC=CC(=C2C1=O)NCCOCCOCCOCCOCCOCCN(C1=NC(=NC(=C1)C)NC1=CC=C(C=C1)NC(CC1=CC=CC=C1)=O)C)=O)=O N-(4-((4-((17-((2-(2,6-dioxopiperidin-3-yl)-1,3-dioxoisoindolin-4-yl)amino)-3,6,9,12,15-pentaoxaheptadecyl)(methyl)amino)-6-methylpyrimidin-2-yl)amino)phenyl)-2-phenylacetamide